CN1C=NC=2C1=NC=C(C2)C(F)(F)F 3-methyl-6-(trifluoromethyl)imidazo[4,5-b]Pyridine